C(C)OC(=O)[C@@H]1N([C@H]1C1COC1)C(C1=CC=CC=C1)C1=CC=CC=C1 (2R,3S)-1-benzhydryl-3-(oxetan-3-yl)aziridine-2-carboxylic acid ethyl ester